ON=C1C[C@H]2N([C@@H](C1)C2)C(=O)OC(C)(C)C tert-butyl (1S,5R)-3-hydroxyimino-6-azabicyclo[3.1.1]heptane-6-carboxylate